1-[2-Fluoro-5-(trifluoromethyl)phenyl]-3-[4-[2-[5-[2-(3-hydroxypropyl)tetrazol-5-yl]pyridin-3-yl]ethynyl]phenyl]urea FC1=C(C=C(C=C1)C(F)(F)F)NC(=O)NC1=CC=C(C=C1)C#CC=1C=NC=C(C1)C=1N=NN(N1)CCCO